(S)-1-(3-(4-amino-5-((2,6-difluoro-3,5-dimethoxyphenyl)ethynyl)-7H-pyrrolo[2,3-d]pyrimidin-7-yl)pyrrolidin-1-yl)prop-2-en-1-one NC=1C2=C(N=CN1)N(C=C2C#CC2=C(C(=CC(=C2F)OC)OC)F)[C@@H]2CN(CC2)C(C=C)=O